tert-butyl (1-((3-amino-4-methoxybenzo[d]isoxazol-6-yl) methyl) pyrrolidin-3-yl)carbamate NC1=NOC2=C1C(=CC(=C2)CN2CC(CC2)NC(OC(C)(C)C)=O)OC